6-[4-(oxetan-3-yl)piperazin-1-yl]pyridine-3-carboxamide O1CC(C1)N1CCN(CC1)C1=CC=C(C=N1)C(=O)N